[Si]([O-])([O-])([O-])[O-].[Mg+2].[Na+].[Li+] lithium sodium magnesium silicate salt